NC1=NC=2C=NC(=CC2C2=C1COC2)C(=O)N([C@H]2COCC1=C2C=C(C=C1)C(F)(F)F)C 4-amino-N-methyl-N-((4R)-6-(trifluoromethyl)-3,4-dihydro-1H-2-benzopyran-4-yl)-1,3-dihydrofuro[3,4-c][1,7]naphthyridine-8-carboxamide